(5R,6R)-6-cyclopentyl-5-(4-(4-(dimethoxymethyl)piperidin-1-yl)phenyl)-8,8-difluoro-5,6,7,8-tetrahydronaphthalen-2-ol C1(CCCC1)[C@@H]1[C@@H](C=2C=CC(=CC2C(C1)(F)F)O)C1=CC=C(C=C1)N1CCC(CC1)C(OC)OC